2-(tert-butyl)-N-(2-methyl-4-(2-((pyridin-4-ylmethyl)amino)pyrimidin-4-yl)benzyl)thiazole-5-carboxamide C(C)(C)(C)C=1SC(=CN1)C(=O)NCC1=C(C=C(C=C1)C1=NC(=NC=C1)NCC1=CC=NC=C1)C